C(#N)C1=C(C=C(C=C1)N1CCC(CC1)C(=O)NC1=CC=C(C=N1)OCCN1CCNCC1)C(F)(F)F 4-(2-((6-(1-(4-cyano-3-(trifluoromethyl)phenyl)piperidine-4-carboxamido)pyridin-3-yl)oxy)ethyl)piperazin